ClC1=CC=C(C(=O)N(C)CC(=O)NC23CC(C2)(C3)NC(COC3=CC(=C(C=C3)Cl)F)=O)C=C1 4-chloro-N-[2-({3-[2-(4-chloro-3-fluorophenoxy)acetylamino]-bicyclo[1.1.1]pentan-1-yl}amino)-2-oxoethyl]-N-methylbenzamide